(1S)-4-fluoro-N-(2-(4-(5-fluoropyridin-2-yl)-1,9-dioxaspiro[5.5]undecan-4-yl)ethyl)-2,3-dihydro-1H-inden-1-amine FC1=C2CC[C@@H](C2=CC=C1)NCCC1(CCOC2(C1)CCOCC2)C2=NC=C(C=C2)F